ClC=1C(=C(C=CC1)N(CC(=O)NC(C)C)C)C=O 2-[(3-CHLORO-2-FORMYLPHENYL)(METHYL)AMINO]-N-(PROPAN-2-YL)ACETAMIDE